C(CN1C(=NC2=C1C=CC(=C2)C(N)=O)C=2C1=C(SC2C(=O)O)C=CC=C1Cl)N1C(=NC2=C1C=CC(=C2)C(N)=O)C=2C1=C(SC2C(=O)O)C=CC=C1Cl 3'-(ethane-1,2-diylbis(5-carbamoyl-1H-benzo[d]imidazole-1,2-diyl))bis(4-chlorobenzo[b]thiophene-2-carboxylic acid)